N1C(=CC=2C1=CN=C(C2)C(=O)N)C(=O)N 1H-pyrrolo[2,3-c]Pyridine-2,5-dicarboxamide